N1=C(C=CC=C1)SSCCO 2-(2-Pyridyldithio)ethanol